2,6-diisopropyl-benzene isocyanate [N-]=C=O.C(C)(C)C1=CC(=CC=C1)C(C)C